indolyl-methylamine N1C(=CC2=CC=CC=C12)NC